ClC=1C=C2C(NC(NC2=C(C1C1=C(C=C(C(=C1)Cl)F)F)SC[C@@H](CO)OC)=O)=O 6-chloro-7-(5-chloro-2,4-difluorophenyl)-8-(((R)-3-hydroxy-2-methoxypropyl)thio)quinazoline-2,4(1H,3H)-dione